tert-butyl 7-[[(2R,6R)-6-methyl-4-[8-(trifluoromethyl)-5-quinolyl] morpholine-2-carbonyl] amino]-3-azabicyclo[3.3.1]nonane-3-carboxylate C[C@H]1O[C@H](CN(C1)C1=C2C=CC=NC2=C(C=C1)C(F)(F)F)C(=O)NC1CC2CN(CC(C1)C2)C(=O)OC(C)(C)C